(R)-3-(2-((4-cyclopropylphenyl)amino)propyl)phenol C1(CC1)C1=CC=C(C=C1)N[C@@H](CC=1C=C(C=CC1)O)C